C(C(O)CO)C(C(C(=O)[O-])(CC(O)CO)CC(O)CO)(CCCCCCCCCCC)CC(O)CO Tetraglycerylmyristat